C(C1=CC=CC=C1)[C@@H]1N(C(OC1)=O)C1=CC(=CC(=N1)C(C)NC=1C(=NC=CC1)C(=O)O)C 3-((1-(6-((S)-4-Benzyl-2-oxooxazolidin-3-yl)-4-methylpyridin-2-yl)ethyl)amino)picolinic acid